BrC1=CC=C(C=C1)C1=CC=C(C=C1)C1=CC2=CC=CC=C2C=C1 2-(4'-bromo-biphenyl-4-yl)-naphthalene